C(C)C=1[IH]([Al]=CC1)=O ethylalumiodolone